CN(C(CNS(=O)(=O)C=1C=2C=CNC2C=CC1OC)C1=CN(C2=CC=CC=C12)C)C N-(2-(dimethylamino)-2-(1-methyl-1H-indol-3-yl)ethyl)-5-methoxy-1H-indole-4-sulfonamide